C(#N)[C@H](C[C@H]1C(NCCC1)=O)NC(=O)[C@H]1N([C@H]2CC([C@@H]1CC2)(F)F)C([C@@H](CC2CC2)NC=2C=NN(C2)C)=O (1R,3S,4R)-N-((S)-1-cyano-2-((S)-2-oxopiperidin-3-yl)ethyl)-2-((R)-3-cyclopropyl-2-((1-methyl-1H-pyrazol-4-yl)amino)propanoyl)-5,5-difluoro-2-azabicyclo[2.2.2]octane-3-carboxamide